ClC1=CC(=C(C=C1)CN1C(C2=CC(=CC(=C2[C@]1(OCC1(CC1)CO)C1=CC=C(C=C1)Cl)F)C(C)(C1CCOCC1)O)=O)S(=O)(=O)C (3R)-2-[(4-Chloro-2-methansulfonylphenyl)methyl]-3-(4-chlorophenyl)-4-fluoro-6-[1-hydroxy-1-(oxan-4-yl)ethyl]-3-{[1-(hydroxymethyl)cyclopropyl]methoxy}-2,3-dihydro-1H-isoindol-1-on